(R)-1-methylpyrrolidin-3-yl (1s,3s)-3-(((6-(5-(6-methylpyridin-2-yl)-1H-imidazol-4-yl)quinolin-3-yl)amino)methyl)cyclobutane-1-carboxylate CC1=CC=CC(=N1)C1=C(N=CN1)C=1C=C2C=C(C=NC2=CC1)NCC1CC(C1)C(=O)O[C@H]1CN(CC1)C